CC(C)C1NC(OC1)=O 4-propan-2-yl-1,3-oxazolidin-2-one